2-(cyano-(2,6-difluoro-4-pyridyl)-amino)-5-methyl-N-(1-methylcyclopentyl)thiazole-4-carboxamide C(#N)N(C=1SC(=C(N1)C(=O)NC1(CCCC1)C)C)C1=CC(=NC(=C1)F)F